tert-butyl 4-[N-(7-chloro-1,6-naphthyridin-2-yl)-2-methoxy-2-oxoacetamido]piperidine-1-carboxylate ClC1=NC=C2C=CC(=NC2=C1)N(C(C(=O)OC)=O)C1CCN(CC1)C(=O)OC(C)(C)C